BrC=1C=CC\2=C(N(C(C\C(=C2)\C=NO)=O)CC2=CC=C(C=C2)OC)C1 (E)-8-bromo-1-(4-methoxybenzyl)-2-oxo-2,3-dihydro-1H-benzo[b]azepine-4-carbaldehyde oxime